O1COCC2=C1C=CC=C2CCC2=C(C(=CC=1C3=CC(=CC=C3C(=CC21)C(=O)N)O)OC)OC (2-(benzo[d][1,3]dioxin-5-yl)ethyl)-6-hydroxy-2,3-dimethoxyphenanthrene-9-carboxamide